2-[4-(2-methoxy-4-{6-oxo-2H,4H,5H,6H,7H-pyrazolo[3,4-b]pyridin-4-yl}phenoxymethyl)-3-(trifluoromethyl)phenyl]acetonitrile COC1=C(OCC2=C(C=C(C=C2)CC#N)C(F)(F)F)C=CC(=C1)C1C=2C(NC(C1)=O)=NNC2